FC1=CC=C(OC2CN(C2)CC2=NN3C(C(N2)=O)=CN=C3C3CCOCC3)C=C1 2-[3-(4-fluoro-phenoxy)-azetidin-1-ylmethyl]-7-(tetrahydro-pyran-4-yl)-3H-imidazo[5,1-f][1,2,4]triazin-4-one